C(#N)[C@@H](C[C@H]1C(NCC1)=O)NC(=O)[C@H]1N([C@H]2CC([C@@H]1CC2)(F)F)C(=O)C=2NC1=CC(=CC(=C1C2)C(F)F)F (1R,3S,4R)-N-((R)-1-cyano-2-((S)-2-oxopyrrolidin-3-yl)ethyl)-2-(4-(difluoromethyl)-6-fluoro-1H-indole-2-carbonyl)-5,5-difluoro-2-azabicyclo[2.2.2]octane-3-carboxamide